Tert-butyl 4-hydroxy-2,2-dimethyl-4-((methylamino)methyl)piperidine-1-carboxylate OC1(CC(N(CC1)C(=O)OC(C)(C)C)(C)C)CNC